1-(3-((4,4-bis(((Z)-oct-5-en-1-yl)oxy)butanoyl)oxy)-2-(((((1-ethylpiperidin-3-yl)methoxy)carbonyl)oxy)methyl)propyl) 7-((E)-non-2-en-1-yl) heptanedioate C(CCCCCC(=O)OC\C=C\CCCCCC)(=O)OCC(COC(CCC(OCCCC\C=C/CC)OCCCC\C=C/CC)=O)COC(=O)OCC1CN(CCC1)CC